1-amino-4-[2-anthracylamino]-9,10-dioxo-9,10-dihydroanthracene-2-sulfonate NC1=C(C=C(C=2C(C3=CC=CC=C3C(C12)=O)=O)NC1=CC2=CC3=CC=CC=C3C=C2C=C1)S(=O)(=O)[O-]